(4-amino-7-fluoroimidazo[1,5-a]quinoxalin-8-yl)((2S,4aS,9aR)-7-(difluoromethoxy)-6-fluoro-2-methyl-2,3,9,9a-tetrahydroindeno[2,1-b][1,4]oxazin-4(4aH)-yl)methanone NC=1C=2N(C3=CC(=C(C=C3N1)F)C(=O)N1[C@@H]3[C@H](O[C@H](C1)C)CC=1C=C(C(=CC13)F)OC(F)F)C=NC2